[Mn](=O)([O-])[O-].[Pt+2] platinum manganite